FC1=CC=C(C=C1)C(N1C[C@@H](N(C[C@H]1C)C1=NC=2N(C3=C1N=CS3)C=NN2)C)C2=CC=C(C=C2)F 4-((2S,5R)-4-(bis(4-fluorophenyl)methyl)-2,5-dimethylpiperazin-1-yl)thiazolo[4,5-e][1,2,4]triazolo[4,3-a]pyrimidine